6-{[(1S,2S)-2-(fluoromethyl)cyclopropyl]methoxy}-N-[(2S)-1-hydroxy-4-methylpent-2-yl]-5-(3-methoxyazetidin-1-yl)pyridine-2-carboxamide FC[C@@H]1[C@H](C1)COC1=C(C=CC(=N1)C(=O)N[C@H](CO)CC(C)C)N1CC(C1)OC